C(CCC)C=1OC2=C(N1)C=CC(=C2)OC\C(=C/CN)\F (E)-4-((2-butyl-benzo[d]oxazol-6-yl)oxy)-3-fluoro-but-2-en-1-amine